C[C@@]1([C@@H](N2C(C[C@H]2S1(=O)=O)=O)C(=O)O)COC(=O)NNC(C1=CC(=C(C(=C1)O)O)O)=O (2S,3R,5R)-3-methyl-7-oxo-3-(((2-(3,4,5-trihydroxybenzoyl)hydrazinecarbonyl)oxy)methyl)-4-thia-1-azabicyclo[3.2.0]heptane-2-carboxylic acid 4,4-dioxide